C(C)(=O)N1CC(C2=C(C=CC=C12)C1=C(N=C(C(=N1)C#N)C1C2=CC=CC=C2[C@H](C12CCNCC2)N)N)(F)F 6-(1-acetyl-3,3-difluoro-2H-indol-4-yl)-5-amino-3-[(3S)-3-amino-1,3-dihydrospiro[indene-2,4-piperidine]-1-yl]Pyrazine-2-carbonitrile